CC[C@]1(C[C@@H](C2=C([C@H]1C(=O)OC)C(=C3C(=C2O)C(=O)C4=C(C3=O)C=CC=C4O)O)O[C@H]5C[C@@H]([C@@H]([C@@H](O5)C)O)N)O The molecule is an anthracycline that is aklavinone having a 3-amino-2,3,6-trideoxy-alpha-L-lyxo-hexopyranosyl residue attached at position 4 via a glycosidic linkage. It has a role as a metabolite. It is an aminoglycoside, a deoxy hexoside, a monosaccharide derivative, an anthracycline antibiotic, a member of tetracenequinones, a methyl ester and a member of p-quinones. It derives from an aklavinone. It is a conjugate base of a rhodomycin D(1+).